FC(S(=O)(=O)OC=1C2=C(N=C(N1)OC[C@]13CCCN3C[C@@H](C1)F)CN(CC2)C2=CC(=CC1=CC=CC(=C21)Cl)OCOC)(F)F 7-(8-chloro-3-(methoxymethoxy)naphthalen-1-yl)-2-(((2R,7aS)-2-fluorohexahydro-1H-pyrrolizin-7a-yl)methoxy)-5,6,7,8-tetrahydropyrido[3,4-d]pyrimidin-4-yl trifluoromethanesulfonate